(R/S)-2-(5-oxido-4-((tetrahydro-2H-pyran-4-yl)amino)-6,7-dihydrothieno[3,2-d]pyrimidin-2-yl)isoindoline-5-carboxylic acid methyl ester COC(=O)C=1C=C2CN(CC2=CC1)C=1N=C(C2=C(N1)CC[S@]2=O)NC2CCOCC2 |r|